methyl imidazo[1,2-a]pyridine-7-carboxylate N=1C=CN2C1C=C(C=C2)C(=O)OC